C(#N)C1=CC(=NC=C1)N1C=C(C2=C1N=CN=C2N2C[C@H](N(C[C@@H]2C)C(=O)OC(C)(C)C)C)N2C=NC=C2 tert-Butyl (2R,5S)-4-(7-(4-cyanopyridin-2-yl)-5-(1H-imidazol-1-yl)-7H-pyrrolo[2,3-d]pyrimidin-4-yl)-2,5-dimethylpiperazine-1-carboxylate